C(C)(C)(C)OC(=O)N1CCC(CC1)C=1C=C2C(=C(NC2=CC1)C1=CC(=NC(=C1)C)C)CC 4-(2-(2,6-dimethylpyridin-4-yl)-3-ethyl-1H-indol-5-yl)piperidine-1-carboxylic acid tert-butyl ester